trans-(P)-1-(5-Chloro-2-methoxy-4-(2-(trifluoromethyl)cyclopropyl)phenyl)-N-(4-methoxybenzyl)-2-oxo-N-(pyrimidin-2-yl)-1,2-dihydroquinoline-6-sulfonamide ClC=1C(=CC(=C(C1)N1C(C=CC2=CC(=CC=C12)S(=O)(=O)N(C1=NC=CC=N1)CC1=CC=C(C=C1)OC)=O)OC)[C@H]1[C@@H](C1)C(F)(F)F